7-Hydroxy-3-(4-hydroxyphenyl)-6-methoxy-4H-1-benzopyran-4-one OC1=CC2=C(C(C(=CO2)C2=CC=C(C=C2)O)=O)C=C1OC